(S)-8-(1-((6-chloro-2-(1-hydroxy-1H-benzo[d][1,2,6]oxazaborinin-6-yl)pyridin-3-yl)amino)ethyl)-2-(dimethylamino)-3,6-dimethyl-4H-chromen-4-one ClC1=CC=C(C(=N1)C=1C=CC2=C(C=NOB2O)C1)N[C@@H](C)C=1C=C(C=C2C(C(=C(OC12)N(C)C)C)=O)C